[Au].O water gold salt